C(C)N1N=CC2=CC(=CC=C12)C N-ethyl-5-methyl-1H-indazole